ClC=1C(N(C=C(C1)[N+](=O)[O-])C(F)F)=O 3-Chloro-1-(difluoromethyl)-5-nitro-pyridin-2-one